C(C1=CC=CC=C1)OC=1C(C(=CN2N3[C@@H](C=C[C@@H](N(C(C21)=O)C3C)C)C)C(=O)NCC3=C(C=C(C=C3F)F)F)=O (1S,2R,5S)-8-(benzyloxy)-2,5,13-trimethyl-7,9-dioxo-N-(2,4,6-trifluorobenzyl)-2,5,7,9-tetrahydro-1,6-methanopyrido[1,2-b][1,2,5]triazonine-10-carboxamide